[5-(2-aminopyrimidin-4-yl)pyrimidin-2-yl]{[3-fluoro-1-(3-fluoro(2-pyridyl))cyclobutyl]methyl}amine NC1=NC=CC(=N1)C=1C=NC(=NC1)NCC1(CC(C1)F)C1=NC=CC=C1F